3,5-difluoro-4-aminophenol FC=1C=C(C=C(C1N)F)O